C(C=C)C1C(OCC1)O 3-allyltetrahydrofuran-2-ol